CC1=C(C=C(C=C1)NC(=O)C1=NC=CC(=C1)C(F)(F)F)C1=CC2=C(N=C(N=C2)NC=2OC(=NN2)C)N2C1=NCC2 N-(4-methyl-3-(2-((5-methyl-1,3,4-oxadiazol-2-yl)amino)-8,9-dihydroimidazo[1',2':1,6]pyrido[2,3-d]pyrimidin-6-yl)phenyl)-4-(trifluoromethyl)pyridineamide